2-methyl-2-(2-(methylsulfonylamino)thiazol-4-yl)-N-(4-(pyridin-3-yl)phenyl)propanamide CC(C(=O)NC1=CC=C(C=C1)C=1C=NC=CC1)(C)C=1N=C(SC1)NS(=O)(=O)C